3-methyl-5-[(8R)-8-methyl-5h,6h,7h,8h-[1,2,4]triazolo[4,3-a]pyrazin-3-yl]-1,2,4-thiadiazole CC1=NSC(=N1)C1=NN=C2N1CCN[C@@H]2C